FC(C=1C(=C(C=CC1)C(C)NC1=NC(=NC2=CC=CC=C12)C)[N+](=O)[O-])F 4-((1-(3-(difluoromethyl)-2-nitrophenyl)ethyl)amino)-2-methylquinazoline